5-Methyl-1-(1-(4-((1-methylpyrrolidin-3-yl)methyl)benzyl)-1H-indol-5-yl)-1H-pyrazol-3-carboxamid CC1=CC(=NN1C=1C=C2C=CN(C2=CC1)CC1=CC=C(C=C1)CC1CN(CC1)C)C(=O)N